bis(4-carboxyphenyl)ether C(=O)(O)C1=CC=C(C=C1)OC1=CC=C(C=C1)C(=O)O